[3-(dimethylamino) propyl]-9-(6-{[(5Z,8Z,11Z,14Z)-1-oxoicosa-5,8,11,14-tetraenyl] oxy} hexyl)-2-methyl-7-oxo-2,6-diaza-8-oxapentadecan-15-yl (5Z,8Z,11Z,14Z)-icosa-5,8,11,14-tetraenoate C(CCC\C=C/C\C=C/C\C=C/C\C=C/CCCCC)(=O)OC(CCCCCC(OC(NCCCN(C)C)=O)CCCCCCOC(CCC\C=C/C\C=C/C\C=C/C\C=C/CCCCC)=O)CCCN(C)C